ClC=1C=C(C=C(C1)Cl)C1=NC(=CC(=C1)CN1CCC(CC1)CC(=O)O)OC=1C=NC(=NC1)N1CCN(CC1)CCF 2-(1-((2-(3,5-dichloro-phenyl)-6-((2-(4-(2-fluoroethyl)piperazin-1-yl)pyrimidin-5-yl)oxy)pyridin-4-yl)methyl)piperidin-4-yl)acetic acid